C(=O)NCC(=O)N[C@H]1[C@H](O)[C@H](O)[C@H](O1)COP(=O)(O)O N2-formyl-N1-(5-phospho-beta-D-ribosyl)glycinamide